3-(4-((R)-2-((1R,3s,5S)-bicyclo[3.1.0]hexan-3-yl)-2-(1-ethyl-1H-pyrazole-5-carboxamido)acetamido)phenyl)-2-methyl-4-(trifluoromethyl)pyridine 1-oxide [C@H]12CC(C[C@@H]2C1)[C@H](C(=O)NC1=CC=C(C=C1)C=1C(=[N+](C=CC1C(F)(F)F)[O-])C)NC(=O)C1=CC=NN1CC